C(C=C)OC(=O)O[C@@H](C(=O)OCCCOC(C(C)OC(=O)OCC=C)=O)C propane-1,3-diyl (2R,2'R)-bis(2-(((allyloxy) carbonyl) oxy) propionate)